FC1(CN(C1)CC=1N(C=C(C1)I)CC(F)F)F 2-((3,3-difluoroazetidin-1-yl)methyl)-1-(2,2-difluoroethyl)-4-iodo-1H-pyrrole